rel-2-((3R,4R)-4-(((6-(ethyl((1-fluoro-4-(trifluoromethyl)cyclohexyl)methyl)amino)-5-fluoropyrimidin-4-yl)amino)methyl)-3-hydroxypiperidin-1-yl)acetamide C(C)N(C1=C(C(=NC=N1)NC[C@@H]1[C@H](CN(CC1)CC(=O)N)O)F)CC1(CCC(CC1)C(F)(F)F)F |o1:11,12|